BrC1=CC=2C(C3=CC(=CC=C3C2C=C1)Br)(C1=CC=CC=C1)C1=CC=CC=C1 2,7-Dibromo-9,9-diphenyl-9H-fluoren